(3E)-11-iodo-3-undecen-1-ol ICCCCCCC/C=C/CCO